C1OC=2C=C(C=CC2O1)C=1N(C2=CC=CC=C2C1C(=O)N)CC1=CC=C(C=C1)C=O (3,4-methylenedioxyphenyl)-1-(4-formylbenzyl)-1H-indole-3-carboxamide